(S)-6-(6-ethoxypyridin-3-yl)-N-(1-fluoro-4-methoxy-6,7-dihydro-5H-cyclopenta[c]pyridin-6-yl)pyrazine-2-carboxamide C(C)OC1=CC=C(C=N1)C1=CN=CC(=N1)C(=O)N[C@H]1CC2=C(C(=NC=C2OC)F)C1